Tert-Butyl N-[2-[2-[2-(3-amino-2-fluoro-propoxy)-1-methyl-ethoxy]ethoxy]ethyl]carbamate NCC(COCC(OCCOCCNC(OC(C)(C)C)=O)C)F